L-alanine-tert.butylester C(C)(C)(C)OC([C@@H](N)C)=O